tert-butyl 4-(4,4,5,5-tetramethyl-1,3,2-dioxaborolan-2-yl)-1H-pyrazole-1-carboxylate CC1(OB(OC1(C)C)C=1C=NN(C1)C(=O)OC(C)(C)C)C